ClC=1C(=C(C=CC1Cl)NC1=NC=NC2=CC(=C(C(=C12)[N+](=O)[O-])OC1CCN(CC1)C(=O)OC(C)(C)C)OC)F tert-butyl 4-((4-((3,4-dichloro-2-fluorophenyl)amino)-7-methoxy-5-nitroquinazolin-6-yl)oxy)piperidine-1-carboxylate